[N+](=O)([O-])C1=CC=C(C=C1)S(=O)(=O)N1CCN(CC1)C1=CC=CC=C1 1-[(4-nitrophenyl)sulfonyl]-4-phenylpiperazine